FC=1C=C(C=CC1F)N1C(CCCC1=O)C1=NC2=C(N1C1CCN(CC1)[C@H](C(=O)O)C)C=CC(=C2)C=2C(=NOC2C)C (S)-2-(4-(2-(1-(3,4-difluorophenyl)-6-oxopiperidin-2-yl)-5-(3,5-dimethylisoxazol-4-yl)-1H-benzo[d]imidazol-1-yl)piperidin-1-yl)propionic acid